tert-butyl (2R,3S,4S)-3-[(benzylcarbamoyl)oxy]-4-[(tert-butoxycarbonyl)oxy]-2-[(4-{1-[(trimethylsilyl)methyl]-1,2,3-triazol-4-yl}phenyl)methyl]pyrrolidine-1-carboxylate C(C1=CC=CC=C1)NC(=O)O[C@H]1[C@H](N(C[C@@H]1OC(=O)OC(C)(C)C)C(=O)OC(C)(C)C)CC1=CC=C(C=C1)C=1N=NN(C1)C[Si](C)(C)C